n-Undecyl-hydrazine Tert-butyl-(R)-2,2-dimethyl-4-((tosyloxy)methyl)piperidine-1-carboxylate C(C)(C)(C)OC(=O)N1C(C[C@@H](CC1)COS(=O)(=O)C1=CC=C(C)C=C1)(C)C.C(CCCCCCCCCC)NN